FC(C=1NC(=C(N1)C#N)C#N)(F)F.[Na] sodium 2-trifluoromethyl-4,5-dicyano-imidazole